Zinc Sulphate salt S(=O)(=O)([O-])[O-].[Zn+2]